C1(CCCCC1)NC1=C(C=CC=C1)[N+](=O)[O-] N-cyclohexyl-2-nitroaniline